NC[C@@H]1OC(N2[C@H]1COC1=C2C=CC(=C1)S(=O)(=O)N1CCN(CC1)C1=NC(=CC(=C1)C(C=1CCN(CC1)C)(F)F)Cl)=O cis-3-(aminomethyl)-7-[4-[6-chloro-4-[difluoro-(1-methyl-3,6-dihydro-2H-pyridin-4-yl)methyl]-2-pyridyl]piperazin-1-yl]sulfonyl-3a,4-dihydro-3H-oxazolo[4,3-c][1,4]benzoxazin-1-one